BrC=1C=CC(N(N1)C)=O 6-bromo-2-methylpyridazin-3(2H)-one